tert-butyl 4-(2-(((trans)-4-(dibenzylamino) cyclohexyl) oxy) ethyl)-3,3-difluoropiperidine-1-carboxylate C(C1=CC=CC=C1)N([C@@H]1CC[C@H](CC1)OCCC1C(CN(CC1)C(=O)OC(C)(C)C)(F)F)CC1=CC=CC=C1